CC1=NC(=NO1)C1=CC=C2C=CN=C(C2=C1)NCCN1CC2=NC=C(C=C2C1=O)C(=O)OCC Ethyl 6-(2-{[7-(5-methyl-1,2,4-oxadiazol-3-yl)isoquinolin-1-yl]amino}ethyl)-5-oxo-5H,6H,7H-pyrrolo[3,4-b]pyridine-3-carboxylate